2-((2-((4-(4-((2-(2,4-dioxotetrahydropyrimidin-1(2H)-yl)-1,3-dioxoisoindolin-5-yl)methyl)piperazin-1-yl)-2-methoxyphenyl)amino)-5-(trifluoromethyl)pyridin-4-yl)amino)-N-methylbenzamide O=C1N(CCC(N1)=O)N1C(C2=CC=C(C=C2C1=O)CN1CCN(CC1)C1=CC(=C(C=C1)NC1=NC=C(C(=C1)NC1=C(C(=O)NC)C=CC=C1)C(F)(F)F)OC)=O